3,6,9,12-tetraoxatetradecane CCOCCOCCOCCOCC